3-(2,3-dihydro-2-oxo-1H-benzo[d]imidazol-6-yl)propanoate O=C1NC2=C(N1)C=C(C=C2)CCC(=O)[O-]